C1(CCCCC1)C(C=1CN(C2=CC=CC=C2N1)CC1=CC=CC=C1)O 3-(cyclohexyl-(hydroxy)methyl)-1-benzylquinoxaline